tert-butyl (4S)-4-[4-[[[2-(2,6-dioxo-3-piperidyl)-1,3-dioxo-isoindolin-4-yl]amino]methyl]pyrazol-1-yl]-2,2-dimethyl-piperidine-1-carboxylate O=C1NC(CCC1N1C(C2=CC=CC(=C2C1=O)NCC=1C=NN(C1)[C@@H]1CC(N(CC1)C(=O)OC(C)(C)C)(C)C)=O)=O